C(CCC)(=O)NC(C=1C=C(C=2C=CC=NC2C1O)C(=O)OC)C=1C=NC=CC1 methyl 7-(butyramido(pyridin-3-yl)methyl)-8-hydroxyquinoline-5-carboxylate